N-(3-ethyl-4-((5-(4-hydroxyphenyl)-1H-pyrazol-3-yl)amino)phenyl)acetamid C(C)C=1C=C(C=CC1NC1=NNC(=C1)C1=CC=C(C=C1)O)NC(C)=O